COC=1C=C(C(=CC1)NC=1C2=C(N=C(N1)OC)CCC2)N 4-methoxy-N1-(2-methoxy-6,7-dihydro-5H-cyclopenta[d]pyrimidin-4-yl)benzene-1,2-diamine